OC(CCCCCCCCCCCC(CNCCNCCCNCCNCC(CCCCCCCCCC)O)O)CCCCCCCCCC ((Z)-2-hydroxydodecyl)-13,16,20,23-tetraazapentatricontane-11,25-diol